ClC1=CC(=C(COC2=C(C=CC(=N2)N2C[C@@H](N(CC2)CC2=NC3=C(N2CCOC)C=C(C=C3)C(=O)O)C)F)C=C1)F 2-{[(2S)-4-{6-[(4-chloro-2-fluorobenzyl)oxy]-5-fluoropyridin-2-yl}-2-methylpiperazin-1-yl]methyl}-1-(2-methoxyethyl)-1H-benzimidazole-6-carboxylic acid